C12(CC(C1)C2)C(=O)N[C@H](C(=O)N2[C@@H]([C@H]1C([C@H]1C2)(C)C)C(=O)OC)C(C)(C)C methyl (1R,2S,5S)-3-((S)-2-(bicyclo[1.1.1]pentane-1-carboxamido)-3,3-dimethylbutanoyl)-6,6-dimethyl-3-azabicyclo[3.1.0]hexane-2-carboxylate